F.CCCCCCCCC(CCCCCCCCC)N 9-octadecylamine hydrofluoride